2-(tetrahydrofurfuryl-methoxy)acetic acid C(C1CCCO1)COCC(=O)O